C1(CC1)C1=NC=NC(=C1C=1N=CC2=C(N1)C(=NN2C(C)C)CC2=CC=C(C=C2)C=2N(C=C(N2)C(F)(F)F)C)OC 5-(4-cyclopropyl-6-methoxy-pyrimidin-5-yl)-1-isopropyl-3-[[4-[1-methyl-4-(trifluoromethyl)imidazol-2-yl]phenyl]methyl]pyrazolo[4,3-d]pyrimidine